racemic-methyl 3-((1S,2S)-2-(6-chloroimidazo[1,2-b]pyridazin-8-yl)cyclopropyl)benzoate ClC=1C=C(C=2N(N1)C=CN2)[C@@H]2[C@H](C2)C=2C=C(C(=O)OC)C=CC2 |r|